CN(CCN(C=1C(=CC(=CC1)NC=1N=C(C2=C(N1)N(C=C2)S(=O)(=O)C2=CC=C(C)C=C2)C2=CN(C1=CC=CC=C21)C)NC)C)C N1-(2-(dimethylamino)ethyl)-N1,N2-dimethyl-N4-(4-(1-methyl-1H-indol-3-yl)-7-tosyl-7H-pyrrolo[2,3-d]pyrimidin-2-yl)benzene-1,2,4-triamine